1-(azetidin-3-ylmethyl)-7-chloro-6-(3-hydroxynaphthalen-1-yl)-4-(2-isopropylphenyl)quinoxaline-2,3(1H,4H)-dione N1CC(C1)CN1C(C(N(C2=CC(=C(C=C12)Cl)C1=CC(=CC2=CC=CC=C12)O)C1=C(C=CC=C1)C(C)C)=O)=O